1,4-Dichloro-5,6,7,8-tetrahydro-5,8-ethanophthalazine ClC1=NN=C(C=2C3CCC(C12)CC3)Cl